pentadecyloxy-2,4-diaminobenzene C(CCCCCCCCCCCCCC)OC1=C(C=C(C=C1)N)N